P(=O)(O)(O)O.N[C@@H](CCCCN)C(=O)C1=C(C(=CC=C1)O)O lysyl-benzenediol monophosphate